2-(6-(2,3-dichloro-6-((2-(trimethylsilyl)ethoxy)methoxy)phenyl)-6,7-dihydro-5H-pyrrolo[1,2-a]imidazol-2-yl)ethan-1-ol ClC1=C(C(=CC=C1Cl)OCOCC[Si](C)(C)C)C1CC=2N(C=C(N2)CCO)C1